The molecule is a benzopteridine that is riboflavin in which the methyl group at position 8 has been replaced by an amino group. It is a benzopteridine, an aromatic amine, a tetrol and a primary amino compound. It derives from a riboflavin. It is a conjugate acid of an 8-amino-8-demethylriboflavin(1-). CC1=CC2=C(C=C1N)N(C3=NC(=O)NC(=O)C3=N2)C[C@@H]([C@@H]([C@@H](CO)O)O)O